ClC=1C=C(OCC(=O)Cl)C=CC1 2-(3-chlorophenoxy)acetyl chloride